trans-tert-butyl (4-((5-fluoro-4-(3-((S)-3-hydroxypyrrolidine-1-carbonyl)phenyl)pyrimidin-2-yl)amino)cyclohexyl)carbamate FC=1C(=NC(=NC1)N[C@@H]1CC[C@H](CC1)NC(OC(C)(C)C)=O)C1=CC(=CC=C1)C(=O)N1C[C@H](CC1)O